(5Z,8Z,11Z,14Z)-eicos-5,8,11,14-tetraenoic acid C(CCC\C=C/C\C=C/C\C=C/C\C=C/CCCCC)(=O)O